5-benzyl-N-(4-(5-fluoro-2-methylphenyl)pyridin-2-yl)-4H-1,2,4-triazole-3-carboxamide C(C1=CC=CC=C1)C=1NC(=NN1)C(=O)NC1=NC=CC(=C1)C1=C(C=CC(=C1)F)C